3-(ethylsulfonyl)chlorobenzene C(C)S(=O)(=O)C=1C=C(C=CC1)Cl